4-Amino-N-(6-methyl-1-((2,4,6-trifluorophenyl)amino)isoquinolin-5-yl)quinazoline-8-carboxamide NC1=NC=NC2=C(C=CC=C12)C(=O)NC1=C2C=CN=C(C2=CC=C1C)NC1=C(C=C(C=C1F)F)F